C(C)(C)OC1CN(C1)C(=O)NCC1=C(C=C(C=C1)C1=NC(=NC=C1)NC1=CC=C2CCNCC2=C1)C 3-Isopropoxy-N-(2-methyl-4-(2-((1,2,3,4-tetrahydroisoquinolin-7-yl)amino)pyrimidin-4-yl)benzyl)azetidine-1-carboxamide